4-methoxy-2-methylquinoline-6-carboxylic acid COC1=CC(=NC2=CC=C(C=C12)C(=O)O)C